(R)-4-(1-((7-methoxy-4-(1-methyl-3-phenyl-1H-pyrazol-4-yl)pyrido[3,2-d]pyrimidin-6-yl)oxy)ethyl)oxazole COC1=CC=2N=CN=C(C2N=C1O[C@H](C)C=1N=COC1)C=1C(=NN(C1)C)C1=CC=CC=C1